ClC=1C(=NC(=NC1)F)NC=1C=CC2=C(N(C(N2C)=O)CCC(=O)NC)C1 3-(6-((5-chloro-2-fluoropyrimidin-4-yl)amino)-3-methyl-2-oxo-2,3-dihydro-1H-benzo[d]imidazol-1-yl)-N-methylpropanamide